ClC1=CC=C(C=C1)S(=O)(=O)N1N=C2C3=C(C(C(C2=C1C)=O)=O)C=CC=C3 2-(4-chlorobenzenesulfonyl)-3-methyl-2H-benzo[g]indazole-4,5-dione